N=1N=C(N2C1C=CC=C2)[C@@H]2C[C@@H](CCC2)C2=C(C(=NC(=N2)N)OCC2(OCC2)C)C(F)(F)F ((1R,3S)-3-([1,2,4]triazolo[4,3-a]pyridin-3-yl)cyclohexyl)-4-((2-methyloxetan-2-yl)methoxy)-5-(trifluoromethyl)pyrimidin-2-amine